C(CCCCCCC)(=O)[SiH3] caprylyl-silane